ClC(COC(=O)N[C@@H](CC1=CC(=C(C=C1)F)F)C(=O)O)(Cl)Cl N-(2,2,2-trichloroethoxycarbonyl)-3,4-difluorophenylalanine